Cbz-aminopropionaldehyde C(=O)(OCC1=CC=CC=C1)C(C=O)(C)N